2-(N-methyl)amino-2-methyl-1-propanol CNC(CO)(C)C